C(C)[C@H]1CN(CC[C@H]1\C(\C)=N\[S@](=O)C(C)(C)C)C(=O)OC(C)(C)C tert-butyl (3R,4R)-3-ethyl-4-{(1E)-N-[(R)-2-methylpropane-2-sulfinyl]ethaneimidoyl}piperidine-1-carboxylate